COC=1C=CC=C2NC=C(CCN(CC=C)CC=C)C12 4-methoxy-N,N-diallyltryptamine